N(=[N+]=[N-])CC(=O)C1=NC=C(C=C1)OC 2-azido-1-(5-methoxypyridin-2-yl)ethan-1-one